4-Cyclopropyl-N-((S)-(4,4-difluorocyclohexyl)(7-(((S*)-3-methyl-2-oxopiperidin-3-yl)methyl)imidazo[1,2-b]pyridazin-2-yl)methyl)-1,2,5-oxadiazole-3-carboxamide C1(CC1)C=1C(=NON1)C(=O)N[C@H](C=1N=C2N(N=CC(=C2)C[C@]2(C(NCCC2)=O)C)C1)C1CCC(CC1)(F)F |o1:21|